ClC1=C(C=CC=C1)CC(=O)NC1=CC(=C(C=C1)C1=NC(=NO1)C(F)(F)F)S(N)(=O)=O 2-(2-chlorophenyl)-N-{3-sulfamoyl-4-[3-(trifluoromethyl)-1,2,4-oxadiazol-5-yl]Phenyl}acetamide